C(\C=C\C=C\C)(=O)OC=CCC butenyl sorbate